methyl 3,4-dihydroxy-5-methoxybenzoate OC=1C=C(C(=O)OC)C=C(C1O)OC